OC12C(=NC3=CN=CC=C3C1=O)N(CC2)C2=CC=C(C=C2)NS(=O)(=O)C(F)(F)F N-(4-{3a-hydroxy-4-oxo-1H,2H,3H,3aH,4H-pyrrolo[2,3-b]1,7-naphthyridin-1-yl}phenyl)-1,1,1-trifluoro-methan-sulfonamide